F[C@H]1[C@@H](O[C@@H]([C@H]1OC(C1=CC=CC=C1)(C1=CC=CC=C1)C1=CC=C(C=C1)OC)CO)N1C(NC(C(=C1)C)=O)=O 1-[(2R,3R,4R,5R)-3-fluoro-5-(hydroxymethyl)-4-[(4-methoxyphenyl)diphenylmethoxy]oxolan-2-yl]-5-methyl-3H-pyrimidine-2,4-dione